C(C)(=O)N1CCC(CC1)C1=CC=C(C=C1)CC(C(=O)O)N 3-(4-(1-acetylpiperidin-4-yl)phenyl)-2-aminopropanoic acid